ClC1=C(C=C(C(=O)NN2[C@@H](CC3=CC=CC=C23)C)C=C1)S(N)(=O)=O |r| 4-Chloro-N-[(2RS)-2-methyl-2,3-dihydro-1H-indol-1-yl]-3-sulfamoyl-Benzamide